4,4'-dithio-dibutanoic acid C(CCCSSCCCC(=O)O)(=O)O